CN1C(CNCC1C)C 1,2,6-trimethylpiperazine